1-(2-trimethylsilylethoxymethyl)imidazole-4-carboxylic acid C[Si](CCOCN1C=NC(=C1)C(=O)O)(C)C